C[C@]12CCC[C@]3([C@@H]1[C@](C(=O)C4=C3C=C5C(=C4)C(=O)C6=C(C5=O)NCCS6(=O)=O)(OC2)O)C The molecule is an organic heterohexacyclic compound that is isolated from New Caledonian deep water sponge and exhibits antiplasmodial properties. It has a role as a metabolite and an antiplasmodial drug. It is an organic heterohexacyclic compound, a secondary amine, a cyclic hemiketal, a sulfone and a member of p-quinones. It derives from an alisiaquinone A.